[Na].[Na].C(=CC1=CC=CC=C1)S(=O)(=O)O.C(=CC1=CC=CC=C1)S(=O)(=O)O distyrenesulfonic acid disodium